C1=CC=C(C=C1)NC(=O)C2=CC=CC=C2I The molecule is a member of the class of benzamides, obtained by formal condensation of the carboxy group of 2-iodobenzoic acid with the amino group of aniline. An obsolete fungicide once used mainly to control rust diseases. It has a role as an EC 1.3.5.1 [succinate dehydrogenase (quinone)] inhibitor and an antifungal agrochemical. It is a member of benzamides, an anilide, an organoiodine compound and a benzanilide fungicide.